2-bromo-6-(propan-2-yl)-4H,5H,6H,7H,8H-pyrazolo[1,5-d][1,4]diazepin-7-one BrC1=NN2CC(N(CCC2=C1)C(C)C)=O